tert-butyl ((2S,3S)-1-benzhydryl-2-methylazetidin-3-yl)carbamate C(C1=CC=CC=C1)(C1=CC=CC=C1)N1[C@H]([C@H](C1)NC(OC(C)(C)C)=O)C